(S)-1-(4-(diethylphosphoryl)phenyl)-N-(3,5-difluorobenzyl)-3-hydroxy-2-oxopyrrolidine-3-carboxamide C(C)P(=O)(CC)C1=CC=C(C=C1)N1C([C@](CC1)(C(=O)NCC1=CC(=CC(=C1)F)F)O)=O